P(O)(=O)(OP(=O)(O)OP(=O)(O)O)OC[C@@H]1[C@H]([C@H]([C@@H](O1)N1C(=O)N=C(N)C=C1)O)N=[N+]=[N-] 3'-Azido-3'-deoxycytidine-5'-triphosphate